3,4-dihydroxyphenyllactic acid methyl ester COC(=O)C(CC1=CC(=C(C=C1)O)O)O